2-methyl-piperazine 2-(4-Fluorobenzyl)-5-methylanilinemethacryloyl-tartrate FC1=CC=C(CC2=C(NCC(C(=O)C(C(=O)O)(O)C(O)C(=O)O)=C)C=C(C=C2)C)C=C1.CC1NCCNC1